3,4-dichlorophenylacetonitrile ClC=1C=C(C=CC1Cl)CC#N